N1-[6-[2-(2,6-dichloro-3,5-dimethoxy-anilino)-3-pyridinyl]pyrimidin-4-yl]-4-tetrahydrofuran-3-yloxy-benzene-1,2-diamine ClC1=C(NC2=NC=CC=C2C2=CC(=NC=N2)NC=2C(=CC(=CC2)OC2COCC2)N)C(=C(C=C1OC)OC)Cl